benzyl (2S)-3-methyl-2-(prop-2-en-1-yloxy)butanoate CC([C@@H](C(=O)OCC1=CC=CC=C1)OCC=C)C